trans-8-((4-((cyclobutylmethyl)(4,5-difluoro-2-methylphenyl)amino)cyclohexyl)(methyl)amino)-5-methyl-6-oxo-5,6-dihydro-1,5-naphthyridine-2,7-dicarbonitrile C1(CCC1)CN([C@@H]1CC[C@H](CC1)N(C1=C(C(N(C=2C=CC(=NC12)C#N)C)=O)C#N)C)C1=C(C=C(C(=C1)F)F)C